C(CC)C(O)C(O)CO Propylglycerin